C(C)NC(=O)NC1=CC(=NO1)CN1CCC(CC1)C=1C(=NC(=CC1)N1N=CC=C1)F 1-ethyl-3-(3-((4-(2-fluoro-6-(1H-pyrazol-1-yl)pyridin-3-yl)piperidin-1-yl)methyl)isoxazol-5-yl)urea